1-methyl-4-(trifluoromethyl)-1H-pyrrolo[2,3-b]pyridin-6-ol CN1C=CC=2C1=NC(=CC2C(F)(F)F)O